CC1=CC2=C(C(=C1)O)C(=O)C3=C(C2=O)C=CC(=C3[O-])O The molecule is a phenolate anion that is the conjugate base of nataloe-emodin, obtained by deprotonation of the phenolic hydroxy group at position 2. Major species at pH 7.3. It is a conjugate base of a nataloe-emodin.